1-((4AR,6R,7aS)-2-(2-(diethoxymethyl)phenoxy)-2-oxo-4H-furo[3,2-d][1,3,2]dioxaphosphorin-6-yl)-5-fluoropyrimidine-2,4(1H,3H)-dione C(C)OC(C1=C(OP2(OCC3=C(O2)C=C(O3)N3C(NC(C(=C3)F)=O)=O)=O)C=CC=C1)OCC